ClC=1C=NC=C(C1C(C)OC=1C=C2C(=NNC2=CC1)C(=O)NC=1C=NN(C1)C1CCN(CC1)C)Cl 5-(1-(3,5-Dichloropyridin-4-yl)ethoxy)-N-(1-(1-Methylpiperidin-4-yl)-1H-Pyrazol-4-yl)-1H-Indazol-3-Carboxamid